zinc isovalerate C(CC(C)C)(=O)[O-].[Zn+2].C(CC(C)C)(=O)[O-]